N1C(CC2=CC=CC=C12)=O 2-OXINDOL